[N+](=O)([O-])C1=C(C=C(C=C1)F)OC nitro-5-fluoroanisole